3-(N-(benzo[d][1,3]dioxol-5-yl)sulfamoyl)-N-(p-tolyl)benzamide O1COC2=C1C=CC(=C2)NS(=O)(=O)C=2C=C(C(=O)NC1=CC=C(C=C1)C)C=CC2